6-oxo-2,5,8-triazaspiro[3.5]nonane-2-carboxylic acid tert-butyl ester C(C)(C)(C)OC(=O)N1CC2(C1)NC(CNC2)=O